C=1(C=CCC1)N1C(C2=CC=CC=C2C1=O)=O 2-(cyclopenten-2-enyl)-isoindoline-1,3-dione